ClC1=C(C=C(OCC(=O)NC23CC(C(CC2)(CC3)NC(CC3=CC=C(C=C3)OC(F)(F)F)=O)O)C=C1)F 2-(4-chloro-3-fluorophenoxy)-N-(3-hydroxy-4-{2-[4-(trifluoromethoxy)phenyl]acetylamino}bicyclo[2.2.2]octan-1-yl)acetamide